P(=O)([O-])([O-])[O-].[Ca+2].NC(=O)N.P(=O)([O-])([O-])[O-].[Ca+2].[Ca+2] urea calcium phosphate